CN1N=NC(=C1C=1C=C2C(=NC1)C1=C(N2[C@@H](C2CCOCC2)C2=NC=CC=C2F)C(=NN1)C(C)(C)O)C (S)-2-(6-(1,4-Dimethyl-1H-1,2,3-triazol-5-yl)-4-((3-fluoropyridin-2-yl)(tetrahydro-2H-pyran-4-yl)methyl)-1,4-dihydropyrazolo[3',4':4,5]pyrrolo[3,2-b]pyridine-3-yl)propan-2-ol